methyl 2-((3,4-difluoro-2-formylphenyl)amino)-5-fluoro-4-(trifluoromethyl)benzoate FC=1C(=C(C=CC1F)NC1=C(C(=O)OC)C=C(C(=C1)C(F)(F)F)F)C=O